tert-butyl 4-(6-{2,8-dimethylimidazo[1,2-a]pyrazin-6-yl}-1,7-naphthyridin-2-yl)piperazine-1-carboxylate CC=1N=C2N(C=C(N=C2C)C=2C=C3C=CC(=NC3=CN2)N2CCN(CC2)C(=O)OC(C)(C)C)C1